(1H-pyrazol-4-ylmethoxy)aniline N1N=CC(=C1)CONC1=CC=CC=C1